N1=CC=CC2=CC(=CC=C12)C1=CC=C(N=N1)NC1[C@H]2CN(C[C@@H]12)CC1CCOCC1 (1s,5r)-N-[6-(6-quinolinyl)pyridazin-3-yl]-3-(tetrahydropyran-4-ylmethyl)-3-azabicyclo[3.1.0]hexane-6-amine